2-bromo-1,1-dimethoxy-propane BrC(C(OC)OC)C